C(C)OC1=C(C=CC(=C1)CC)OC(C1=CC=CC=C1)=O benzoic acid 2-ethoxy-4-ethylphenyl ester